ClC=1C=C(C=CC1)CC(C(=O)OCC)NS(=O)(=O)C1=CC=C(C=C1)OC(F)(F)F ethyl 3-(3-chlorophenyl)-2-((4-(trifluoromethoxy)phenyl) sulfonamido)propanoate